FC=1C(=NC(=NC1O)C=1SC=C(N1)C)O 5-fluoro-2-(4-methylthiazol-2-yl)pyrimidine-4,6-diol